6-undecadienyl-lithium C=CC=CCC(CCCCC)[Li]